C(CC)(=O)O.C(C)(C)(C)C(CO)(Br)O tert-butyl-bromo-ethylene glycol e-propionate